N1C(CCCC1)CN(C(OC1=C(C2=C(C(C=C(O2)C2=C(C=CC=C2)Cl)=O)C(=C1)O)[C@@H]1[C@@H](CN(CC1)C)O)=O)CCC(F)(F)F 2-(2-chlorophenyl)-5-hydroxy-8-[(3S,4R)-3-hydroxy-1-methylpiperidin-4-yl]-4-oxo-4H-1-benzopyran-7-yl [(piperidin-2-yl)methyl](3,3,3-trifluoropropyl)carbamate